FC1(C2=CC=CC=C2C=2C=CC(=CC12)[N+](=O)[O-])F 9,9-difluoro-2-nitro-9H-fluorene